OC1=C2C=CC=CC2=CC=C1 5-hydroxynaphthaline